ClC1=C(C(=O)N)C=C(C(=C1)F)N1C(N(C(=CC1=O)C(F)(F)F)C)=O 2-chloro-4-fluoro-5-(3-methyl-2,6-dioxo-4-(trifluoromethyl)-2,3-dihydropyrimidine-1(6H)-yl)benzamide